tert-butyl (R)-(1-(3-iodo-1-methyl-5-nitro-1H-indazol-4-yl)piperidin-3-yl)carbamate IC1=NN(C2=CC=C(C(=C12)N1C[C@@H](CCC1)NC(OC(C)(C)C)=O)[N+](=O)[O-])C